N-[3-(trimethoxysilyl)propyl]-N'-(4-vinylbenzyl)ethylenediamine sodium sulfate S(=O)(=O)([O-])[O-].[Na+].CO[Si](CCCNCCNCC1=CC=C(C=C1)C=C)(OC)OC.[Na+]